(R)-2-(5-chloro-8-hydroxy-6-((3'-(3-(3-hydroxypyrrolidin-1-yl)propoxy)-2,2'-dimethyl-[1,1'-biphenyl]-3-yl)methoxy)-3,4-dihydroisoquinolin-2(1H)-yl)acetic acid tert-butyl ester C(C)(C)(C)OC(CN1CC2=C(C=C(C(=C2CC1)Cl)OCC=1C(=C(C=CC1)C1=C(C(=CC=C1)OCCCN1C[C@@H](CC1)O)C)C)O)=O